4,4'-diamino-1,1'-bianthracene NC1=CC=C(C2=CC3=CC=CC=C3C=C12)C1=CC=C(C2=CC3=CC=CC=C3C=C12)N